6-amino-2-(3,5-dichloro-4-((5-cyclopentyl-6-oxo-1,6-dihydropyridin-3-yl)oxy)phenyl)-1,2,4-triazine-3,5(2h,4h)-dione NC=1C(NC(N(N1)C1=CC(=C(C(=C1)Cl)OC1=CNC(C(=C1)C1CCCC1)=O)Cl)=O)=O